(3,4,5-trifluorophenyl)-triphenylborat FC=1C=C(C=C(C1F)F)[B-](C1=CC=CC=C1)(C1=CC=CC=C1)C1=CC=CC=C1